OCC(C)N1C[C@@H](CCC1)NC=1N=NC(=CN1)C1=C(C=C(C=C1C)C)O 2-(3-(((3R)-1-(1-hydroxy-prop-2-yl)piperidin-3-yl)amino)-1,2,4-triazin-6-yl)-3,5-dimethylphenol